Isophthalic Acid Dichloride C(C1=CC(C(=O)Cl)=CC=C1)(=O)Cl